benzyl (2S)-2-[[2,6-dichloro-4-(1,1-dioxo-1,4-thiazinan-4-yl)benzoyl]amino]-3-[[2-[[3-[(5-fluoro-1,4,5,6-tetrahydropyrimidin-2-yl)amino]benzoyl]amino]acetyl]amino]propanoate ClC1=C(C(=O)N[C@H](C(=O)OCC2=CC=CC=C2)CNC(CNC(C2=CC(=CC=C2)NC=2NCC(CN2)F)=O)=O)C(=CC(=C1)N1CCS(CC1)(=O)=O)Cl